ClC1=CC=C(C=N1)NC=1N=CC=C2C1NC=C2 N-(6-chloropyridin-3-yl)-1H-pyrrolo[2,3-c]pyridin-7-amine